(5-bromo-6-methylpyridin-2-yl)-4-(bromomethyl)-3-methylisoxazole BrC=1C=CC(=NC1C)C1=C(C(=NO1)C)CBr